5-(6-(tert-butylsulfonyl)-7-methoxyimidazo[1,2-a]pyridin-3-yl)-2,3-dimethoxyaniline C(C)(C)(C)S(=O)(=O)C=1C(=CC=2N(C1)C(=CN2)C=2C=C(C(=C(N)C2)OC)OC)OC